ClC1=C(C=CC(=N1)NC(=O)[C@H](C(C1CC1)C1CC1)NC(=O)C=1N(N=CC1)C(C)C)C=1C(=NNC1C)C N-[(1S)-1-[[6-chloro-5-(3,5-dimethyl-1H-pyrazol-4-yl)-2-pyridyl]carbamoyl]-2,2-dicyclopropyl-ethyl]-2-isopropyl-pyrazole-3-carboxamide